Ferrous Sulfate S(=O)(=O)([O-])[O-].[Fe+2]